Cl.N1(CCNCC1)C1=CC=C(N=N1)C1=C(C=C(C=C1)N1N=CC=C1)O 2-(6-piperazin-1-yl-pyridazin-3-yl)-5-pyrazol-1-yl-phenol HCl salt